aminobutaneN NC=CCC